CC1=CC=C(C=C1)SC1=CC=C(C(=O)C2=CC=CC=C2)C=C1 4-(4-methylphenylsulfanyl)benzophenone